7-bromo-9-(4-chlorophenyl)-2,3-dimethyl-pyrido[1,2-a]pyrimidin-4-one BrC=1C=C(C=2N(C(C(=C(N2)C)C)=O)C1)C1=CC=C(C=C1)Cl